COC=1C=C(C(=C(C1)OC)C(F)(F)F)[SeH] 3,5-Dimethoxy-6-trifluoromethylselenophenol